C(C)NC(NC=1C=C2C(=CN1)N(C(=C2)C2=C(C=CC=C2)OC)C)=O 3-ethyl-1-[2-(2-methoxyphenyl)-1-methylpyrrolo[2,3-c]pyridin-5-yl]urea